4-bromo-2-fluoro-nitro-benzene BrC1=CC(=C(C=C1)[N+](=O)[O-])F